2,6-dichloro-4-(4,4,5,5-tetramethyl-1,3,2-dioxaborolan-2-yl)aniline ClC1=C(N)C(=CC(=C1)B1OC(C(O1)(C)C)(C)C)Cl